CN(CCCN=C=N)C N'-(3-dimethylaminopropyl)-carbodiimide